O[C@H]1CC[C@H]2[C@@H]3[C@@H](CC=4C=C(C=CC4[C@H]3CC[C@]12C)B(O)O)CCCCCCCCCSCCCC(C(F)(F)F)(F)F ((7R,8R,9S,13S,14S,17S)-17-hydroxy-13-methyl-7-(9-((4,4,5,5,5-pentafluoropentyl)thio)nonyl)-7,8,9,11,12,13,14,15,16,17-decahydro-6H-cyclopenta[a]phenanthren-3-yl)boronic Acid